2-(6-cyano-1-(2-(2-ethoxy-5-fluorophenyl)-2-((tetrahydro-2H-pyran-4-yl)oxy)ethyl)-5-methyl-2,4-dioxo-1,2-dihydrothieno[2,3-d]pyrimidin-3(4H)-yl)-2-methylpropanoic acid C(#N)C1=C(C2=C(N(C(N(C2=O)C(C(=O)O)(C)C)=O)CC(OC2CCOCC2)C2=C(C=CC(=C2)F)OCC)S1)C